4-chloro-N-(6-(5-methyloctahydropyrrolo[3,4-c]pyrrole-2-carbonyl)pyridin-2-yl)benzamide tert-butyl-(2S)-2-[(benzyloxy)methyl]-6-hydroxy-1,4-oxazocane-4-carboxylate C(C)(C)(C)OC(=O)N1C[C@H](OCCC(C1)O)COCC1=CC=CC=C1.ClC1=CC=C(C(=O)NC2=NC(=CC=C2)C(=O)N2CC3CN(CC3C2)C)C=C1